triphosphinine P1=PP=CC=C1